2'-(2-(dimethylamino)ethoxy)-[1,1'-biphenyl] CN(CCOC1=C(C=CC=C1)C1=CC=CC=C1)C